5-fluoro-3-((6-nitro-1H-indol-3-yl)methyl)-1H-indole FC=1C=C2C(=CNC2=CC1)CC1=CNC2=CC(=CC=C12)[N+](=O)[O-]